N1=CC=C(C=C1)C=1C=CC=2N(N1)C(=CN2)C=2SC=CC2 6-(4-pyridyl)-3-(2-thienyl)imidazo[1,2-b]pyridazine